1-(3,6,7,8-Tetrahydro-1H-2,5-diaza-as-indacen-2-yl)-2-[1-(6-trifluoromethyl-pyridin-3-yl)-azetidin-3-yl]-ethanone C1N(CC2=CN=C3CCCC3=C12)C(CC1CN(C1)C=1C=NC(=CC1)C(F)(F)F)=O